COC.[Sn] tin methyl oxide